C(#N)C1=NN2C(CN(CC2)C(=O)OC(C)(C)C)=N1 tertbutyl 2-cyano-6,8-dihydro-5H-[1,2,4]triazolo[1,5-a]pyrazine-7-carboxylate